CC(CCC)NC1=CC=CC(=N1)S(=O)(=O)NC(=O)C=1C(=NC=CC1)N1C(CC(C1)C)(C)C N-[[6-(1-Methylbutylamino)-2-pyridyl]sulfonyl]-2-(2,2,4-trimethylpyrrolidin-1-yl)pyridin-3-carboxamid